C(C)OC1=NC(=NS1)C(Cl)(Cl)Cl ethoxy-3-(trichloromethyl)-1,2,4-thiadiazole